S1C=NC2=C1C(=CC=C2)C2=CC=C(C=C2)CCC(=O)NC=2N=C(SC2)C#C 3-(4-(Benzo[d]thiazol-7-yl)phenyl)-N-(2-ethynylthiazol-4-yl)propanamide